6-(1H-imidazol-1-yl)-N-(6-methylpyridin-2-yl)picolinamide N1(C=NC=C1)C1=CC=CC(=N1)C(=O)NC1=NC(=CC=C1)C